ClC=1C=C(C(=NC1)OC)S(=O)(=O)N1CCC2=CC(=CC=C12)F 1-(5-chloro-2-methoxypyridine-3-sulfonyl)-5-fluoro-2,3-dihydro-1H-indol